FC=1C=NC=CC1C(=O)O 3-fluoropyridine-4-carboxylic acid